CC1=CC(=NC(=N1)N1C[C@@H](CC1)OC1=C(C=CC=C1)C(F)(F)F)C(=O)OC |r| (±)-methyl 6-methyl-2-(3-(2-(trifluoromethyl)phenoxy)pyrrolidin-1-yl)pyrimidine-4-carboxylate